(2R,3R,4S,5R)-2-(4-amino-5-chloro-2-oxopyrimidin-1(2H)-yl)-4-(benzyloxy)-5-((benzyloxy)methyl)-5-methyltetrahydrofuran-3-yl acetate C(C)(=O)O[C@H]1[C@@H](O[C@]([C@H]1OCC1=CC=CC=C1)(C)COCC1=CC=CC=C1)N1C(N=C(C(=C1)Cl)N)=O